CC1=NC2=CC=C(C(=C2NC1=O)C)CN1CCN(CC1)C=1C=CC(=NC1C)C(=O)NC 5-[4-[(2,5-dimethyl-3-oxo-4H-quinoxalin-6-yl)methyl]piperazin-1-yl]-N,6-dimethyl-pyridine-2-carboxamide